silylbis(N-t-butylamino)(fluorenyl)titanium dichloride [Cl-].[Cl-].[SiH3][Ti](C1=CC=CC=2C3=CC=CC=C3CC12)(NC(C)(C)C)NC(C)(C)C